FC(CN1N=NC2=C1C=C(C=C2)C=2C(=C(N1N=C(N=C(C12)OC)N[C@@H]1[C@@H](CN(CC1)C(C([2H])([2H])[2H])=O)F)[2H])F)F 1-((3R,4S)-4-((5-(1-(2,2-difluoroethyl)-1H-benzo[d][1,2,3]triazol-6-yl)-6-fluoro-4-methoxypyrrolo[2,1-f][1,2,4]triazin-2-yl-7-d)amino)-3-fluoropiperidin-1-yl)ethan-1-one-2,2,2-d3